tert-butyl-4-(2-(2,6-dioxopiperidin-3-yl)-6-fluoro-1,3-dioxoisoindolin-5-yl)piperazine C(C)(C)(C)N1CCN(CC1)C=1C=C2C(N(C(C2=CC1F)=O)C1C(NC(CC1)=O)=O)=O